ClC1=CC=C(C(=N1)C(=O)O)F 6-chloro-3-fluoropyridine-2-carboxylic acid